C(C)O[B-](C#N)(C#N)C#N.[Na+] sodium ethoxy-tricyanoborate